2-(2-cyclopropyl-5-(2-(((R)-phenyl((R)-1,2,3,4-tetrahydropyrido[2,3-b]pyrazin-3-yl)methyl)amino)ethyl)phenyl)acetic acid C1(CC1)C1=C(C=C(C=C1)CCN[C@@H]([C@H]1CNC2=C(N1)N=CC=C2)C2=CC=CC=C2)CC(=O)O